9-(arabinofuranosyl)-2,6-diaminopurine C1([C@@H](O)[C@H](O)[C@H](O1)CO)N1C2=NC(=NC(=C2N=C1)N)N